C1(CCC1)OCC1CN(CCC1)C1CCN(CC1)C=1SC(=CN1)C(=O)NCC1=NC=C(C=C1F)F {3-[(cyclobutoxy)methyl][1,4'-bipiperidine]-1'-yl}-N-[(3,5-difluoropyridin-2-yl)methyl]-1,3-thiazole-5-carboxamide